4-bromo-3-methoxy-1-methyl-pyrazole BrC=1C(=NN(C1)C)OC